C1(=CC=CC=C1)C1(C=CC2=C(O1)C=1C=C(C(=CC1C1=C2C(C2=CC=CC=C21)(C)C)N2CCCCC2)OC)C2=CC=C(C=C2)N2CCNCC2 3-phenyl-3-(4-piperazinylphenyl)-6-methoxy-7-piperidinyl-13,13-dimethyl-3H,13H-indeno[2',3':3,4]naphtho[1,2-b]pyran